N-(4-(chlorodifluoromethoxy)phenyl)-6-(4-(1-(3-((2,6-dioxopiperidin-3-yl)amino)benzyl)piperidin-4-yl)piperazin-1-yl)-5-(1H-pyrazol-3-yl)nicotinamide ClC(OC1=CC=C(C=C1)NC(C1=CN=C(C(=C1)C1=NNC=C1)N1CCN(CC1)C1CCN(CC1)CC1=CC(=CC=C1)NC1C(NC(CC1)=O)=O)=O)(F)F